6,8-difluoro-N-methyl-7-(3-(1-methyl-1H-pyrazol-4-yl)-1H-pyrazolo[3,4-c]pyridin-5-yl)-1,2,3,4-tetrahydronaphthalen-2-amine FC=1C=C2CCC(CC2=C(C1C=1C=C2C(=CN1)NN=C2C=2C=NN(C2)C)F)NC